ClC=1C(=C(C#N)C=C(C1)C(C)(C)C1=CC=C(C=C1)OCC1=NC(=NC=C1)N1CCN(CC1)C1CCNCC1)OCCCl 3-chloro-2-(2-chloroethoxy)-5-(2-(4-((2-(4-(piperidin-4-yl)piperazin-1-yl)pyrimidine-4-yl)methoxy)phenyl)propan-2-yl)benzonitrile